3-hydroxy-2-phenethyl-isoindoline OC1N(CC2=CC=CC=C12)CCC1=CC=CC=C1